N-(4-methoxy-2-((R)-2-methylmorpholino)-5-((6-((R)-3-(3-phenoxyphenyl)isoxazolidin-2-yl)pyrimidin-4-yl)amino)phenyl)acrylamide COC1=CC(=C(C=C1NC1=NC=NC(=C1)N1OCC[C@@H]1C1=CC(=CC=C1)OC1=CC=CC=C1)NC(C=C)=O)N1C[C@H](OCC1)C